C(C)(C)(C)N1C=C(C=2C1=NC(=CC2)C(=O)N2C(C(N(CC2)CC(=O)N2CCOCC2)=O)(C)C)C2=CC(=C(C=C2)Cl)F 4-(1-(tert-butyl)-3-(4-chloro-3-fluorophenyl)-1H-pyrrolo[2,3-b]pyridine-6-carbonyl)-3,3-dimethyl-1-(2-morpholino-2-oxoethyl)piperazin-2-one